N-(2-ethylhexyl)-2-formyl-3-(2-propen-1-yloxy)-pyridin-4-one C(C)C(CN1C(=C(C(C=C1)=O)OCC=C)C=O)CCCC